2-(hydroxymethyl)-5-((4-methoxybenzyl)oxy)-4H-pyran-4-one OCC=1OC=C(C(C1)=O)OCC1=CC=C(C=C1)OC